Cl.Cl.NC(C(=O)NC=1N=NC(=CC1)C=1C(=NNC1C)C)=C(C1CC1)C1CC1 (2S)-2-amino-3,3-dicyclopropyl-N-[6-(3,5-dimethyl-1H-pyrazol-4-yl)pyridazin-3-yl]propenamide hydrochloride Hydrogen chloride